ClC1=C(C=C(C=C1)OC(F)(F)F)C=1N=C(SC1SC(C)C)N1N=C(C(=C1C(=O)O)C1=CC(=CC=C1)F)C 1-(4-(2-chloro-5-(trifluoromethoxy)phenyl)-5-(isopropylthio)thiazol-2-yl)-4-(3-fluorophenyl)-3-methyl-1H-pyrazole-5-carboxylic acid